(2-(((1-fluorocyclohexyl)methyl)amino)-7H-pyrrolo[2,3-d]pyrimidin-5-yl)-2,2-dimethylchroman-4-one FC1(CCCCC1)CNC=1N=CC2=C(N1)NC=C2C2C(OC1=CC=CC=C1C2=O)(C)C